CC1=NN(C=C1)C(=O)N1C(CNCC1)C(F)(F)F (3-methyl-1H-pyrazol-1-yl)(2-(trifluoromethyl)piperazin-1-yl)methanone